C(C)(=O)ON=C(C)C=1C=CC=2N(C3=CC=C(C=C3C2C1)C(C1=C(C=CC=C1)C)=O)CC 1-[9-ethyl-6-(2-methylbenzoyl)-9H-carbazole-3-yl]ethanone-1-(O-acetyl oxime)